N(=C=O)C(C)C isocyanatodimethylmethane